N1N=CC2=C(C=CC=C12)CN1N=CC2=C(N(C=3C=C(C=CC23)CC2=CC=NC3=CC=CC=C23)C)C1=O 3-((1H-indazol-4-yl)methyl)-5-methyl-7-(quinolin-4-ylmethyl)-3,5-dihydro-4H-pyridazino[4,5-b]indol-4-one